NC1=NC=NN2C1=C(C=C2C=2C=CC(N(C2)[C@@H]2CN(C[C@@H]2F)C(=O)C2CC(C2)(F)F)OC)CN2CC(OC(C2)C)C 5-{4-amino-5-[(2,6-dimethylmorpholin-4-yl)methyl]pyrrolo[2,1-f][1,2,4]triazin-7-yl}-N-[(3R,4S)-1-(3,3-difluorocyclobutanecarbonyl)-4-fluoropyrrolidin-3-yl]-2-methoxypyridine